3-[(3-FORMYLPIPERIDIN-1-YL)METHYL]BENZAMIDE C(=O)C1CN(CCC1)CC=1C=C(C(=O)N)C=CC1